FC(C(=O)O)(F)F.NC=1C(=NC(=CN1)C=1C=NN(C1)C(CC)CC)C=1C=CC(N(N1)C1=CC(=CC(=C1)OC)OC)=O 6-(3-amino-6-(1-(pentan-3-yl)-1H-pyrazol-4-yl)pyrazin-2-yl)-2-(3,5-dimethoxyphenyl)pyridazin-3(2H)-one 2,2,2-trifluoroacetate salt